((2R,3R,4S,5R)-4-acetoxy-5-(2-amino-7-benzyl-8-oxo-7,8-dihydro-9H-purin-9-yl)-3-fluorotetrahydrofuran-2-yl)methylacetat C(C)(=O)O[C@@H]1[C@@H]([C@H](O[C@H]1N1C2=NC(=NC=C2N(C1=O)CC1=CC=CC=C1)N)COC(C)=O)F